C1(C#CCCCCC1)OCCN 2-(cycloocta-2-yn-1-yloxy)ethane-1-amine